(1S,3S,5R)-5-((2-acetamidoethoxy)methyl)-2-((4-phenoxybutanoyl)glycyl)-2-azabicyclo[3.1.0]hexane-3-carboxylic acid C(C)(=O)NCCOC[C@@]12C[C@H](N([C@H]2C1)C(CNC(CCCOC1=CC=CC=C1)=O)=O)C(=O)O